CN(C1(CCC2(CN(C(N2)=O)C2=CC=C(C(=O)N)C=C2)CC1)C1=CC=CC=C1)C 4-(8-dimethylamino-2-oxo-8-phenyl-1,3-diazaspiro[4.5]decan-3-yl)-benzamide